ClC1=C(C=CC=C1)CC(=O)NC1=CC(=C(C=C1)C1=CN(C=C1)C)S(N=CN(C)C)(=O)=O (2-chlorophenyl)-N-[3-{[(dimethylamino)methylene]sulfamoyl}-4-(1-methyl-1H-pyrrol-3-yl)phenyl]acetamide